ClCC(=O)NC1=C(SC=C1C)C(=O)OC methyl 3-(2-chloroacetamido)-4-methylthiophene-2-carboxylate